C(=S)(SCC(CCCO)C#N)SCCO 2-cyano-5-hydroxypentanyl (2-hydroxyethyl) carbonotrithioate